C=1(C(=CC=CC1)C(=O)O)C=1CCCCC1 2',3',4',5'-tetrahydro-[1,1'-biphenyl]-2-carboxylic acid